1-(Endo-3-((4-((4-([1,2,4]triazolo[1,5-c]pyrimidin-7-yloxy)-3-methylphenyl)amino)quinazolin-6-yl)oxy)-8-azabicyclo[3.2.1]oct-8-yl)prop-2-en-1-one N=1C=NN2C=NC(=CC21)OC2=C(C=C(C=C2)NC2=NC=NC1=CC=C(C=C21)OC2CC1CCC(C2)N1C(C=C)=O)C